rac-1-(2-aminopyridin-3-yl)-3-(3-chlorophenyl)prop-2-yn-1-ol NC1=NC=CC=C1[C@@H](C#CC1=CC(=CC=C1)Cl)O |r|